(mesitylene) ruthenium (II) chloride [Ru](Cl)Cl.C1(=CC(=CC(=C1)C)C)C